1-isopropoxy-2-methyl-1-oxopropane-2-yl 2-(4-(4-chlorobenzoyl) phenoxy)-2-methylpropionate ClC1=CC=C(C(=O)C2=CC=C(OC(C(=O)OC(C(=O)OC(C)C)(C)C)(C)C)C=C2)C=C1